N-[3-(5-{[(1-methylpiperidin-4-yl)methyl]amino}isoquinolin-3-yl)phenyl]prop-2-enamide CN1CCC(CC1)CNC1=C2C=C(N=CC2=CC=C1)C=1C=C(C=CC1)NC(C=C)=O